C(C)OC(NC(C(=NNC1=CC(=C(C(=C1)Cl)OC=1C=NC(=C(C1C)C(C)C)OC)Cl)C#N)=O)=O ethyl-(2-cyano-2-(2-(3,5-dichloro-4-((5-isopropyl-6-methoxy-4-methyl-pyridin-3-yl)oxy)phenyl)hydrazineylidene)acetyl)carbamate